vinyl-norbornene C(=C)C12C=CC(CC1)C2